C[C@@H]1N[C@@H](CC(C1)OC1=CC=C(N=N1)C1=C(C=C(C=C1)N1N=CC=C1)O)C 2-(6-(((2S,4R,6R)-2,6-dimethylpiperidin-4-yl)oxy)pyridazin-3-yl)-5-(1H-pyrazol-1-yl)phenol